N-(3-chloro-5-(7-((4-methoxybenzyl)(methyl)amino)-1,6-naphthyridin-3-yl)-4-methylphenyl)-4-(2-cyanoprop-2-yl)pyridineamide ClC=1C=C(C=C(C1C)C=1C=NC2=CC(=NC=C2C1)N(C)CC1=CC=C(C=C1)OC)NC(=O)C1=NC=CC(=C1)C(C)(C)C#N